3-methoxy-7-methyl-6,7-dihydro-5H-benzo[7]annulen-9-ol COC1=CC2=C(C(=CC(CC2)C)O)C=C1